O=C1C(CCC1)CCC(=O)[O-] 3-(2-oxocyclopentyl)propanoate